C(#N)C1=CC(=C(C=C1)NS(=O)(=O)C1=CNC(=C1)C1=CSC=C1F)F N-(4-cyano-2-fluorophenyl)-5-(4-fluorothiophen-3-yl)-1H-pyrrole-3-sulfonamide